methyl 5-((5-(4'-((2-(2-(tert-butoxy)-2-oxoethoxy)ethoxy)methyl)-[1,1'-biphenyl]-4-yl)-4,6-difluoro-1-((2-(trimethylsilyl)ethoxy)methyl)-1H-benzo[d]imidazol-2-yl)oxy)-2-methylbenzoate C(C)(C)(C)OC(COCCOCC1=CC=C(C=C1)C1=CC=C(C=C1)C1=C(C2=C(N(C(=N2)OC=2C=CC(=C(C(=O)OC)C2)C)COCC[Si](C)(C)C)C=C1F)F)=O